ClC=1C=C2C(=CNC2=CC1)C1CCN(CC1)C(=O)OC(C)(C)C tert-Butyl 4-(5-chloro-1H-indol-3-yl)piperidine-1-carboxylate